1-((6-(Benzyloxy)pyrimidin-4-yl)methyl)-3-(2-(1-(trifluoromethyl)cyclopropyl)ethyl)urea C(C1=CC=CC=C1)OC1=CC(=NC=N1)CNC(=O)NCCC1(CC1)C(F)(F)F